P.[Li] lithium phosphine salt